C1(CC1)CN1C(=CC=2C1=C(N=CC2)C2CCN(CC2)C(COC)=O)C2=NN1C(C(=CC(=C1)C(=O)O)OC)=C2C 2-(1-(Cyclopropylmethyl)-7-(1-(2-methoxyacetyl)piperidin-4-yl)-1H-pyrrolo[2,3-c]pyridin-2-yl)-4-methoxy-3-methylpyrazolo[1,5-a]pyridine-6-carboxylic acid